2-amino-5-bromo-N'-(4-(tert-butyl)benzoyl)nicotinhydrazide NC1=C(C(=O)NNC(C2=CC=C(C=C2)C(C)(C)C)=O)C=C(C=N1)Br